C(=O)(O)CCC(=O)NCC[C@@](C(=O)O)(C)CC1=CC=C(C=C1)C1=CC=CC=C1 N-(3-carboxy-1-oxopropyl)-(4S)-(p-phenylphenylmethyl)-4-amino-(2R)-methylbutanoic acid